NC1=C2C(=NC=N1)N(N=C2C#CC2=CC1=C(N(C=N1)C1CC1)C=C2)[C@@H]2CN(CC2)C(C=C)=O 1-[(3S)-3-{4-amino-3-[2-(1-cyclopropyl-1,3-benzodiazol-5-yl)ethynyl]pyrazolo[3,4-d]pyrimidin-1-yl}pyrrolidin-1-yl]prop-2-en-1-one